1-((4AR,6R,7aS)-2-(benzyloxy)-2-oxo-tetrahydro-4H-furo[3,2-d][1,3,2]dioxaphosphorin-6-yl)-5-fluoropyrimidine-2,4(1H,3H)-dione C(C1=CC=CC=C1)OP1(OC[C@@H]2[C@@H](O1)C[C@@H](O2)N2C(NC(C(=C2)F)=O)=O)=O